C(C)(C)(C)N([C@H](CC1=CC=CC=C1)C(=O)O)C(=O)OCC1=CC=CC=C1 tert-butyl-((benzyloxy)carbonyl)-D-phenylalanine